CC(C[C@@H](C(=O)N1CCC(CC1)CCN1CCCC1)N1C([C@@H](N(CC1)CC1=CC=C(C=C1)F)CC(C)C)=O)C (S)-1-[(S)-3-Methyl-1-({4-[2-(1-pyrrolidinyl)ethyl]-1-piperidyl}carbonyl)butyl]-4-[(p-fluorophenyl)meth-yl]-3-isobutyl-2-piperazinone